(S)-1-(2-(1-(4-(2-fluoro-3-methoxyphenoxy)phenyl)-5,8-dimethylimidazo[1,5-a]pyrazin-3-yl)pyrrolidin-1-yl)but-2-yn-1-one FC1=C(OC2=CC=C(C=C2)C=2N=C(N3C2C(=NC=C3C)C)[C@H]3N(CCC3)C(C#CC)=O)C=CC=C1OC